CC(C1=CC=C(C=C1)N2CC3=CC=CC=C3C2=O)C(=O)O The molecule is a monocarboxylic acid that is propionic acid in which one of the hydrogens at position 2 is substituted by a 4-(1-oxo-1,3-dihydroisoindol-2-yl)phenyl group. Initially used as an anti-inflammatory and analgesic, it was withdrawn from the market due to causing severe gastrointestinal bleeding. It has been subsequently found to increase production of the survival motor neuron protein. It has a role as a non-steroidal anti-inflammatory drug, a non-narcotic analgesic and an EC 1.14.99.1 (prostaglandin-endoperoxide synthase) inhibitor. It is a monocarboxylic acid, a member of isoindoles and a gamma-lactam. It derives from a propionic acid.